8-bromo-6-(difluoromethyl)-N-(2-methylisoindol-5-yl)quinazolin-2-amine BrC=1C=C(C=C2C=NC(=NC12)NC1=CC2=CN(C=C2C=C1)C)C(F)F